NC1=CC=C(C=C1)C=1N=C2N(C(=NC=C2)N)C1C1=CC=C(C=C1)OC 2-(4-aminophenyl)-3-(4-methoxyphenyl)imidazo[1,2-c]pyrimidin-5-amine